N-(1-(4-(ethoxymethyl)phenyl)-2-oxo-2-((4-(trimethylsilyl)phenyl)amino)ethyl)-3-hydroxy-N-methyl-1,2-oxazole-5-carboxamide C(C)OCC1=CC=C(C=C1)C(C(NC1=CC=C(C=C1)[Si](C)(C)C)=O)N(C(=O)C1=CC(=NO1)O)C